Cl.N1N=CC2=CC=C(C=C12)C1=NC(=NC(=N1)NC(C)(C1=NC(=CC=C1)C(F)(F)F)C)N 6-(1H-indazol-6-yl)-N2-[1-methyl-1-[6-(trifluoromethyl)-2-pyridinyl]ethyl]-1,3,5-triazine-2,4-diamine hydrochloride